N-(5-(5-(6-acetyl-2,6-diazaspiro[3.3]heptan-2-yl)benzo[d]oxazol-2-yl)-8-(methylamino)-2,7-naphthyridin-3-yl)cyclopropanecarboxamide C(C)(=O)N1CC2(CN(C2)C=2C=CC3=C(N=C(O3)C3=C4C=C(N=CC4=C(N=C3)NC)NC(=O)C3CC3)C2)C1